C1=CC(=C(C=C1OC2=CC(=C(C=C2)N)N)N)N 3,3',4,4'-tetraaminodiphenyl ether